C(C)NCCC1=CNC2=CC=CC=C12 N-ethyl-2-(1H-indol-3-yl)ethanamine